1-(4-bromopyridin-2-yl)-3-(2-(4-methylpiperazin-1-yl)ethyl)urea BrC1=CC(=NC=C1)NC(=O)NCCN1CCN(CC1)C